(2R,4R)-N-{3-[2-(3,4-difluorophenoxy)acetamido]bicyclo[1.1.1]pent-1-yl}-6,7-difluoro-4-hydroxy-3,4-dihydro-2H-1-benzopyran-2-carboxamide FC=1C=C(OCC(=O)NC23CC(C2)(C3)NC(=O)[C@@H]3OC2=C([C@@H](C3)O)C=C(C(=C2)F)F)C=CC1F